C(C)(=O)N1C[C@H](CC1)NC(NC=1C=C(C2=C(N=C(N=C2)NC2=CC=C(C=C2)N2CCN(CC2)C)N1)C#C)=O 3-[(3S)-1-acetylpyrrolidin-3-yl]-1-(5-ethynyl-2-{[4-(4-methylpiperazin-1-yl)phenyl]amino}pyrido[2,3-d]pyrimidin-7-yl)urea